FC1=C(C=CC(=C1)C(C)(C)O)S(=O)(=O)N 2-fluoro-4-(2-hydroxypropan-2-yl)benzenesulfonamide